C1=C(C=CC2=CC=CC=C12)CC (2-naphthyl)ethane